C(C(O)CO)OCCCCCCCC glyceryloctyl ether